CCCCCCCCCC/C=C\CCCCCCCCCC(=O)O[C@H](COC(=O)CC/C=C\C/C=C\C/C=C\C/C=C\C/C=C\C/C=C\CC)COP(=O)([O-])OCC[N+](C)(C)C 1-(4Z,7Z,10Z,13Z,16Z,19Z-docosahexaenoyl)-2-(11Z-docosenoyl)-glycero-3-phosphocholine